5-phenyl-1-((2-(trimethylsilyl)ethoxy)methyl)-1H-1,2,4-triazole-3-carboxylic acid C1(=CC=CC=C1)C1=NC(=NN1COCC[Si](C)(C)C)C(=O)O